3-(2,4-difluorophenyl)-5-(4-(dimethylamino)phenyl)-2-methylpyrazolo[1,5-a]pyrimidin-7-ol sodium [Na].FC1=C(C=CC(=C1)F)C=1C(=NN2C1N=C(C=C2O)C2=CC=C(C=C2)N(C)C)C